O1COC2=C1C=CC(=C2)[C@@](C=2NC1=CC=CC=C1C2C2=CC=CC=C2)(C=2NC=CC2)C2=C(C=CC=C2)OC (S)-2-(Benzo[d][1,3]dioxol-5-yl(2-methoxyphenyl)(1H-pyrrol-2-yl)methyl)-3-phenyl-1H-indole